BrCCCO[Si](C)(C)C(C)(C)C 3-bromopropyloxytert-butyldimethylsilane